Methoxy-Adenine COC1=NC(=C2NC=NC2=N1)N